Cl.Cl.OC(C(=O)O[C@H]1CN2CCC1CC2)(C2=CC=CC=C2)C2=CC(=CC=C2)NC(CCCCNC[C@@H](C2=C1C=CC(NC1=C(C=C2)O)=O)O)=O (R)-quinuclidin-3-yl 2-hydroxy-2-(3-(5-(((R)-2-hydroxy-2-(8-hydroxy-2-oxo-1,2-dihydroquinolin-5-yl)ethyl)amino)pentanamido)phenyl)-2-phenylacetate bishydrochloride